ethyl 2-hydroxy-2-methylbutanoate OC(C(=O)OCC)(CC)C